1-chloro-9,9-bis(4-aminophenyl)fluorene Cytidine-5'-phosphate P(=O)(O)(O)OC[C@@H]1[C@H]([C@H]([C@@H](O1)N1C(=O)N=C(N)C=C1)O)O.ClC1=CC=CC=2C3=CC=CC=C3C(C12)(C1=CC=C(C=C1)N)C1=CC=C(C=C1)N